N1CC(OC(C1)=O)=O morpholine-2,6-dione